C(#N)C1=C(CC2=CC=C(C=C2)C(C(=O)O)C)C(=CC(=C1O)OC)C#N 2-(4-(2,6-dicyano-3-hydroxy-4-methoxybenzyl)phenyl)propanoic acid